[Si](C)(C)(C(C)(C)C)OC1CC2(CC(C2)C(=S)SC)C1 methyl 6-((tert-butyldimethylsilyl)oxy)spiro(3.3)heptane-2-carbodithioate